N1CCCC(C1)=O piperidine-5-one